N-(2-(7-chloronaphthalen-1-yl)ethyl)-N-methylcyclopropanamine ClC1=CC=C2C=CC=C(C2=C1)CCN(C1CC1)C